1-[7-(3,8-diazabicyclo[3.2.1]octan-3-yl)imidazo[1,2-a]pyridin-3-yl]hexahydropyrimidine-2,4-dione C12CN(CC(CC1)N2)C2=CC=1N(C=C2)C(=CN1)N1C(NC(CC1)=O)=O